1-(4-fluorophenyl)-8-(6-methoxypyridin-3-yl)-2-methyl-1H-imidazo[4,5-c]quinoline FC1=CC=C(C=C1)N1C(=NC=2C=NC=3C=CC(=CC3C21)C=2C=NC(=CC2)OC)C